CCCCCCCCCCCCCC(=O)OC[C@@H](CO)OC(=O)CCCCCCCCCCCCC The molecule is a 2,3-diacyl-sn-glycerol in which both acyl groups are specified as myristoyl (tetradecanoyl). It is a 2,3-diacyl-sn-glycerol and a tetradecanoate ester.